CC(C=C)(CCC=C(C)C)OC(C1=CC=C(C=C1)O)=O 3,7-Dimethylocta-1,6-dien-3-yl-4-hydroxybenzoat